Pentamethylcyclopentadienyl-(1-(2-phenylpropyl)indenyl)hafnium CC1=C(C(=C(C1([Hf]C=1C(C2=CC=CC=C2C1)CC(C)C1=CC=CC=C1)C)C)C)C